1,2,3,6-tetrahydrophthalic diglycidyl ester C(C1CO1)OC(C1C(C(=O)OCC2CO2)CC=CC1)=O